(1RS,3RS)-5'-bromo-4'-chloro-1'-(4-methoxybenzyl)-3-methyl-1',2'-dihydrospiro[cyclopentane-1,3'-pyrrolo[2,3-b]pyridine]-3-carbonitrile BrC=1C(=C2C(=NC1)N(C[C@]21C[C@@](CC1)(C#N)C)CC1=CC=C(C=C1)OC)Cl |r|